5-amino-2-[5-(trimethoxysilyl)pentyl]-2H-tetrazole NC=1N=NN(N1)CCCCC[Si](OC)(OC)OC